C1(=CC=CC=C1)C(=NC=1C=NC(=C(C1)[N+](=O)[O-])C)C1=CC=CC=C1 N-(diphenylmethylene)-6-methyl-5-nitropyridine-3-amine